C(C)N1C=NC2=C1N=NC=C2C=2C=CC(=C(C2)C2=CC1=C(N(C(OC1)=O)C)C=C2OC)F 6-(5-(7-Ethyl-7H-imidazo[4,5-c]pyridazin-4-yl)-2-fluorophenyl)-7-methoxy-1-methyl-1,4-dihydro-2H-benzo[d][1,3]oxazin-2-one